O-benzylhydroxyl-amine C(C1=CC=CC=C1)ON